(S)-7-chloro-3-((R)-1-methoxyethyl)-5-phenyl-1H-benzo[e][1,4]diazepin-2(3H)-one ClC1=CC2=C(NC([C@@H](N=C2C2=CC=CC=C2)[C@@H](C)OC)=O)C=C1